(dimethoxyphosphoryl) propyl-4-methylbenzenesulfonate C(CC)C1=C(C=CC(=C1)C)S(=O)(=O)OP(=O)(OC)OC